C(C)C(CN1C(=C(C(C2=C(C=C(C=C12)OC)OC)=O)OC)C1=CC=C(C=C1)OC)CCCC N-(2-ethylhexyl)-2-(4-methoxyphenyl)-3,5,7-trimethoxyquinolin-4-one